(7s,8as)-7-(3-[7-fluoro-[1,2,4]triazolo[1,5-a]pyridin-8-yl]propyl)-hexahydro-1H-pyrrolo[1,2-a]pyrazin-6-one FC1=C(C=2N(C=C1)N=CN2)CCC[C@H]2C[C@@H]1N(CCNC1)C2=O